imidazo[1',2':1,6]pyrido[3,2-d]pyrimidin-1-amine C1(=C2C(=NC=N1)C=CC=1N2C=CN1)N